3-bromo-1-trityl-indazol-6-amine BrC1=NN(C2=CC(=CC=C12)N)C(C1=CC=CC=C1)(C1=CC=CC=C1)C1=CC=CC=C1